1-(3-((tert-butyldimethylsilyl)oxy)cyclobutyl)-2-cyclopropyl-1H-imidazole [Si](C)(C)(C(C)(C)C)OC1CC(C1)N1C(=NC=C1)C1CC1